2-hydroxy-2-methyl-1-(4-isopropylphenyl)-propan-1-one OC(C(=O)C1=CC=C(C=C1)C(C)C)(C)C